1-(3-methylpyridin-2-yl)ethane-1-one CC=1C(=NC=CC1)C(C)=O